C(C)OC(=C)C=1C2=C(C=NN1)C=1N(CC2C)N=C(C1)C1(CC1)F 4-(1-ethoxyvinyl)-9-(1-fluorocyclopropyl)-5-methyl-5,6-dihydropyrazolo[1',5':1,2]pyrido[3,4-d]pyridazine